FC1=C(C=C(OC2CC(C2)(NCC2=C3C=CN=CC3=CC=C2F)C)C=C1)C(F)(F)F (1s,3s)-3-(4-fluoro-3-(trifluoromethyl)phenoxy)-N-((6-fluoroisoquinolin-5-yl)methyl)-1-methylcyclobutan-1-amine